4,4'-stilbenediamide C1(=CC=C(C=C1)C(=O)N)C=CC1=CC=C(C=C1)C(=O)N